3-(4-((7-((adamantan-1-yl)amino)heptyl)thio)-6-fluoro-1-oxoisoindolin-2-yl)piperidine-2,6-dione C12(CC3CC(CC(C1)C3)C2)NCCCCCCCSC2=C3CN(C(C3=CC(=C2)F)=O)C2C(NC(CC2)=O)=O